2,2'-((((7-(3-(aminomethyl)phenyl)benzofuran-2,5-diyl)bis(methylene))bis(oxy))bis(2,1-phenylene))diacetic acid NCC=1C=C(C=CC1)C1=CC(=CC=2C=C(OC21)COC2=C(C=CC=C2)CC(=O)O)COC2=C(C=CC=C2)CC(=O)O